1-[[5-[5-(difluoromethyl)-1,3,4-oxadiazol-2-yl]thiazol-2-yl]methyl]-3,3-dimethyl-4,5-dihydropyrido[3,4-b]azepin-2-one FC(C1=NN=C(O1)C1=CN=C(S1)CN1C2=C(CCC(C1=O)(C)C)C=CN=C2)F